CC1=CN=C(N=C1NC2=CC(=CC=C2)S(=O)(=O)NC(C)(C)C)NC3=CC=C(C=C3)N4CCN(CC4)C The molecule is a member of the class of pyrimidines that is 5-methylpyrimidine-2,4-diamine in which the amino group at position 2 is substituted by a p-(4-methylpiperazin-1-yl)phenyl group, while that at position 4 is substituted by a m-(tert-butylsulfamoyl)phenyl group. A Janus kinase 2 (JAK2) inhibitor. It has a role as an EC 2.7.10.2 (non-specific protein-tyrosine kinase) inhibitor, an apoptosis inducer and an antineoplastic agent. It is a sulfonamide, a member of pyrimidines, a N-alkylpiperazine, a N-arylpiperazine and a secondary amino compound.